2-oxo-N-[6-(1,1,3,3-tetrafluoro-2-hydroxypropan-2-yl)pyridin-3-yl]-2'-(2,2,2-trifluoroethoxy)-2H-[1,3'-bipyridine]-3-carboxamide O=C1N(C=CC=C1C(=O)NC=1C=NC(=CC1)C(C(F)F)(C(F)F)O)C=1C(=NC=CC1)OCC(F)(F)F